2-[3,5-Bis(trifluoromethyl)-2-pyridyl]-1-[(2R,3R)-2-[3-(difluoromethoxy)-2-methylphenyl]-3-hydroxypyrrolidin-1-yl]ethan-1-one FC(C=1C(=NC=C(C1)C(F)(F)F)CC(=O)N1[C@@H]([C@@H](CC1)O)C1=C(C(=CC=C1)OC(F)F)C)(F)F